COC(=O)C1CC2=C(C=CC(=C2C1)F)[N+](=O)[O-] 4-fluoro-7-nitro-2,3-dihydro-1H-indene-2-carboxylic acid methyl ester